FC1(CC2(C(NC3=CC=CC=C23)=O)C1)F 3,3-difluoro-2'-oxo-1'H-spiro[cyclobutane-1,3'-indole]